(2S)-6-[(2S)-2,5-bis(1-amino-3,6,9,12,15,18,21,24,27,30,33,36-dodecaoxanonatriacontan-39-amido)pentanamido]-2-({[(9H-fluoren-9-yl)methoxy]carbonyl}amino)hexanoic acid NCCOCCOCCOCCOCCOCCOCCOCCOCCOCCOCCOCCOCCC(=O)N[C@H](C(=O)NCCCC[C@@H](C(=O)O)NC(=O)OCC1C2=CC=CC=C2C=2C=CC=CC12)CCCNC(CCOCCOCCOCCOCCOCCOCCOCCOCCOCCOCCOCCOCCN)=O